BrC1=C(C#N)C=CC(=C1)N1C(CC2(CC(C2)=O)CC1)C 2-bromo-4-{6-methyl-2-oxo-7-azaspiro[3.5]nonan-7-yl}benzonitrile